C(C)(C)(C)OC(=O)N[C@H](C(=O)OC)[C@H](C)F methyl (2R,3S)-2-((tert-butoxycarbonyl)amino)-3-fluorobutanoate